cyclopropyl(methyl)((4-((5-(trifluoromethyl)-1,2,4-oxadiazol-3-yl)methyl)phenyl)imino)-λ6-sulfanone C1(CC1)S(=O)(=NC1=CC=C(C=C1)CC1=NOC(=N1)C(F)(F)F)C